FC=1C=C(C=CC1N1CCC2(CC1)CCN(CC2)CCOC2=CC(=C1C(NC(=NC1=C2)CSC2CCOCC2)=O)F)NC2C(NC(CC2)=O)=O 3-((3-fluoro-4-(9-(2-((5-fluoro-4-oxo-2-(((tetrahydro-2H-pyran-4-yl)thio)methyl)-3,4-dihydroquinazolin-7-yl)oxy)ethyl)-3,9-diazaspiro[5.5]undecan-3-yl)phenyl)amino)piperidine-2,6-dione